NC1=NC=C(C=C1C(=O)N[C@@H]1[C@H](CCC1)OCC1=CC=C(C=C1)C=1C=C2C=NN(C2=CC1)C1CCN(CC1)CCO)C=1C=NN(C1)C 2-amino-N-{(1S,2S)-2-[(4-{1-[1-(2-hydroxyethyl)piperidin-4-yl]-1H-indazol-5-yl}phenyl)methoxy]cyclopentyl}-5-(1-methyl-1H-pyrazol-4-yl)pyridine-3-carboxamide